C(C)C1=NN=C(S1)C1=CC=C(C(=O)N([C@H]2CNCCC2)C2=NC=CC3=CC=CC(=C23)C)C=C1 (R)-4-(5-ethyl-1,3,4-thiadiazol-2-yl)-N-(8-methylisoquinolin-1-yl)-N-(piperidin-3-yl)benzamide